C(C)(C)(C)OC(=O)N1CCN(CC1)C1=C(C=C(C=C1)[N+](=O)[O-])C#CC1=CC=C(C=C1)F.C(C)(C)(C)C1N(CCN(C1)C1=C(C=C(C=C1)N)C#CC1=CC=C(C=C1)F)C(=O)O (tert-butyl 4-(4-amino-2-((4-fluorophenyl)ethynyl)phenyl)piperazine-1-carboxylate) Tert-butyl-4-(2-((4-fluorophenyl)ethynyl)-4-nitrophenyl)piperazine-1-carboxylate